2,5-dichloro-4-(1-(1-methylpiperidin-4-yl)-1H-pyrazol-4-yl)pyrimidine ClC1=NC=C(C(=N1)C=1C=NN(C1)C1CCN(CC1)C)Cl